3-(3-chloro-6-(pyridin-4-yl)quinoxalin-2-yl)-9H-carbazole ClC=1C(=NC2=CC=C(C=C2N1)C1=CC=NC=C1)C=1C=CC=2NC3=CC=CC=C3C2C1